OC1=C2C3C(C(OC2=CC(=C1C(=O)[N@@]1C(C1)C)CCCCC)(C)C)CCC(=C3)C (1-hydroxy-6,6,9-trimethyl-3-pentyl-6a,7,8,10a-tetrahydro-6H-benzo[c]chromen-2-yl)((S)-2-methylaziridin-1-yl)methanone